FC1=C(C=CC(=C1)N1C(O[C@H](C1)CO)=O)C1=CC=C(C=C1)O (5R)-3-(2-fluoro-4'-hydroxy[1,1'-biphenyl]-4-yl)-5-(hydroxymethyl)-1,3-oxazolidin-2-one